ClC1=C(C=CC(=C1)OCC=1C(=NOC1C1CC1)C1=C(C=CC=C1Cl)Cl)C1C(C(NC1)=O)C(=O)OCC ethyl 4-(2-chloro-4-((5-cyclopropyl-3-(2,6-dichlorophenyl) isoxazol-4-yl) methoxy) phenyl)-2-oxopyrrolidine-3-carboxylate